COC1=C(C=CC=C1C1=NN(C=N1)C)NC1=NC(=NC=C1C(=O)O)NC1=CC=NC=C1 4-{[2-methoxy-3-(1-methyl-1H-1,2,4-triazol-3-yl)phenyl]amino}-2-(pyridin-4-ylamino)pyrimidine-5-carboxylic acid